(E)-4-(2-chlorophenyl)-2-(2-cyclohexyloxyformylbenzylidenehydrazino)thiazole ClC1=C(C=CC=C1)C=1N=C(SC1)N/N=C/C1=C(C=CC=C1)C(=O)OC1CCCCC1